ClC1=C(C=C(C=C1)C1=CN(C2=NC(=CC=C21)C(=O)N2C(CN(CC2)C2=NC(=C(C(=O)OC)C(=C2)C)C)(C)C)CC2=NC=CC=C2)F methyl 6-(4-(3-(4-chloro-3-fluorophenyl)-1-(pyridin-2-ylmethyl)-1H-pyrrolo[2,3-b]pyridine-6-carbonyl)-3,3-dimethylpiperazin-1-yl)-2,4-dimethylnicotinate